C(=C)[Si](OC(C)C)(OC(C)C)OC(C)C vinyltri(i-propoxy)silane